(S)-3-(3-fluoro-4-methoxyphenyl)-2-(3,4,5-trimethoxyphenyl)-2H-azepine FC=1C=C(C=CC1OC)C=1[C@@H](N=CC=CC1)C1=CC(=C(C(=C1)OC)OC)OC